BrCC(=O)C1=CC=C(S1)[C@]12OC[C@H](N(C1)C(=O)OC(C)(C)C)C2 tert-butyl (1R,4R)-1-(5-(2-bromoacetyl)thiophen-2-yl)-2-oxa-5-azabicyclo[2.2.1]heptane-5-carboxylate